C(#N)N1CC(CC1)NS(=O)(=O)C=1C=CC(=NC1)C1=NN(C(=C1)C(=O)N)C (5-(N-(1-Cyanopyrrolidin-3-yl)sulfamoyl)pyridin-2-yl)-1-methyl-1H-pyrazole-5-carboxamide